C(C)(C)C1=C(C=CC=C1)C=1N=C(C2=C(N1)C=CO2)NCC2=CC=C(C=C2)C2=NC=CC=C2 2-(2-isopropylphenyl)-N-(4-(pyridin-2-yl)benzyl)furano[3,2-d]pyrimidin-4-amine